COC1=C(C=C(C=N1)NC1=C(C=CC=C1)[N+](=O)[O-])C 6-methoxy-5-methyl-N-(2-nitrophenyl)pyridin-3-amine